[1-[[(1R,2R)-2-[[(4S)-2,2-dimethylchroman-4-yl]carbamoyl]cyclopropyl]-pyridin-1-ium-3-yl-methyl]-4,4-dimethyl-6-oxo-hexahydropyrimidin-2-ylidene]ammonium CC1(OC2=CC=CC=C2[C@H](C1)NC(=O)[C@H]1[C@@H](C1)C(N1C(NC(CC1=O)(C)C)=[NH2+])C=1C=[NH+]C=CC1)C